C(N)(OC1CCC(CC1)C=1SC(=CN1)C1=C(C=C(C=C1)NC(=O)N[C@@H](C)C1=C(C=CC=C1)F)S(NC(C)(C)C)(=O)=O)=O ((1S,4r)-4-(5-(2-(N-(tert-butyl) sulfamoyl)-4-(3-((S)-1-(2-fluorophenyl) ethyl) ureido) phenyl) thiazol-2-yl) cyclohexyl) carbamate